1-(1-((1-methoxypropan-2-yl)oxy)prop-1-en-2-yl)-4-(1-propoxyprop-1-en-2-yl)benzene COCC(C)OC=C(C)C1=CC=C(C=C1)C(=COCCC)C